3-((3-exo)-3-((5-methyl-2-((5-methyl-1H-pyrazol-3-yl)amino)-7H-pyrrolo[2,3-d]pyrimidin-4-yl)amino)-8-azabicyclo[3.2.1]octan-8-yl)propionitrile CC1=CNC=2N=C(N=C(C21)NC2CC1CCC(C2)N1CCC#N)NC1=NNC(=C1)C